3-methoxy-N-(2-methoxy-2-methylpropyl)Benzamide COC=1C=C(C(=O)NCC(C)(C)OC)C=CC1